(1-((2-methylpyrrolidin-1-yl)methyl)cyclopropyl)methanol CC1N(CCC1)CC1(CC1)CO